C(C)(=O)ON(C(C)=O)C1=CC=C(C(=O)OC)C=C1 methyl 4-(N-acetoxyacetamido)benzoate